2-(4-amino-7-(trifluoromethyl)-1H-indazol-1-yl)acetonitrile NC1=C2C=NN(C2=C(C=C1)C(F)(F)F)CC#N